N-((R)-1-(3-(difluoromethyl)-2-fluorophenyl)ethyl)-4-(((1R,5S,6s)-3-(methyl-d3)-3-azabicyclo[3.1.0]hexan-6-yl)amino)-6-oxo-1,6-dihydropyridine-3-carboxamide FC(C=1C(=C(C=CC1)[C@@H](C)NC(=O)C1=CNC(C=C1NC1[C@@H]2CN(C[C@H]12)C([2H])([2H])[2H])=O)F)F